C1(CC1)C1=NN(C=C1C1=C(C=CC=C1)F)[C@@H]1C[C@H](C1)CNC=1C=C2C(N(C(C2=CC1)=O)C1C(NC(CC1)=O)=O)=O 5-(((trans-3-(3-cyclopropyl-4-(2-fluorophenyl)-1H-pyrazol-1-yl)cyclobutyl)methyl)amino)-2-(2,6-dioxopiperidin-3-yl)isoindoline-1,3-dione